C(C)N1CCC2(C[C@@H]2C(=O)N[C@@H](CCCCCC(=O)C2=NOC=C2)C2=NOC(=C2)C2=CC3=CN(N=C3C=C2)C)CC1 (1S)-6-ethyl-N-{(1S)-7-isoxazol-3-yl-1-[5-(2-methyl-2H-indazol-5-yl)isoxazol-3-yl]-7-oxoheptyl}-6-azaspiro[2.5]octane-1-carboxamide